3,3'-(pyrazine-2,5-diyl)dipropionic acid N1=C(C=NC(=C1)CCC(=O)O)CCC(=O)O